FC=1C(=NC=CC1)N1N=CC(=C1C(F)(F)F)C(=O)OCC ethyl 1-(3-fluoropyridin-2-yl)-5-(trifluoromethyl)-1H-pyrazole-4-carboxylate